CC1CCC(CC1)NC(=O)C1CCNCC1 N-((1r,4r)-4-methylcyclohexyl)piperidine-4-carboxamide